C1(CC1)C=1C=C(C=2N(C1)C=C(N2)CNC(OC(C)(C)C)=O)N2C(N(C(C2)=O)CCOCCOC)=O tert-butyl ((6-cyclopropyl-8-(3-(2-(2-methoxyethoxy)ethyl)-2,4-dioxo imidazolidin-1-yl)imidazo[1,2-a]pyridin-2-yl)methyl)carbamate